5,5-Dimethyltetrahydrofuran-3-ol CC1(CC(CO1)O)C